ethyl 4-(4-methylcyclohexyl)-3-oxobutyrate CC1CCC(CC1)CC(CC(=O)OCC)=O